C12=CC(CCC1C2(C)C)C CAR-en